(7R,8aS)-7-(3-amino-4-(4-aminophenyl)-1-methyl-1H-indazol-6-yl)hexahydroindolizin-3(2H)-one NC1=NN(C2=CC(=CC(=C12)C1=CC=C(C=C1)N)[C@@H]1CCN2C(CC[C@H]2C1)=O)C